2-(1-(piperidin-4-yl)-1H-pyrazol-3-yl)-1,2,3,4-tetrahydroisoquinoline-7-carbonitrile N1CCC(CC1)N1N=C(C=C1)N1CC2=CC(=CC=C2CC1)C#N